COC1=CC=C(CC2(NC=C(C(=C2)NC2=CC(=CC=C2)S(=O)(=O)C)C2OCCC2)N)C=C1 2-(4-methoxybenzyl)-N4-(3-(methylsulfonyl)phenyl)-5-(tetrahydrofuran-2-yl)pyridine-2,4-diamine